(2S)-2-({[(1S)-1-carboxy-5-(2-{[6-[18F]fluoropyridazin-3-yl]formamido}acetamido)pentyl]carbamoyl}amino)butanedioic acid C(=O)(O)[C@H](CCCCNC(CNC(=O)C=1N=NC(=CC1)[18F])=O)NC(=O)N[C@H](C(=O)O)CC(=O)O